C(C)(C)(C)OC(=O)N1C[C@H]([C@@H](CC1)C1=CC=C(C=C1)F)CCC1=CC2=C(OCO2)C=C1.O=C1N(N=NC2=C1C=CC=C2)C2C(NC(CC2)=O)=O 3-(4-oxo-1,2,3-benzotriazin-3-yl)piperidine-2,6-dione tert-butyl-(3S,4R)-3-(2-(benzo[d][1,3]dioxol-5-yl)ethyl)-4-(4-fluorophenyl)piperidine-1-carboxylate